C1=CC=C2C(=C1)C=C(C(=O)N2)C(=O)N quinolone-3-carboxamide